3-(4-fluoro-2-methylbenzylidene)-6-nitroisobenzofuran-1(3H)-one FC1=CC(=C(C=C2OC(C3=CC(=CC=C23)[N+](=O)[O-])=O)C=C1)C